FC=1C=C(C=C2CCC(NC12)=O)C=1N=NN(C1NC(O[C@H](C)C=1C(=NC=CC1)Cl)=O)C (R)-1-(2-chloropyridin-3-yl)ethyl (4-(8-fluoro-2-oxo-1,2,3,4-tetrahydroquinolin-6-yl)-1-methyl-1H-1,2,3-triazol-5-yl)carbamate